NC1=CC=C(C=C1)C(=N)NC(OC(COC)COC)=O 1,3-dimethoxypropan-2-yl ((4-aminophenyl)(imino)methyl)carbamate